O=C1NC([C@@](N1)(C=1C=NC=CC1)CNC(OC(C)(C)C)=O)=O |r| rac-tert-Butyl {[2,5-dioxo-4-(pyridin-3-yl)imidazolidin-4-yl]methyl}carbamate